2-((3-((4-chloro-1-methyl-1H-pyrazol-5-yl)methyl)-5-(difluoromethoxy)-1-oxoisoindolin-2-yl)methyl)-5-oxa-7-azaspiro[3.4]octan-6-one ClC=1C=NN(C1CC1N(C(C2=CC=C(C=C12)OC(F)F)=O)CC1CC2(C1)OC(NC2)=O)C